C(C)(=O)ON(C([C@H](CCCCN)NC(CCC1(C(=C(C(=C1C)C)C)C)C)=O)=O)CCC1=COC=C1 (S)-6-amino-N-(2-(furan-3-yl)ethyl)-2-(3-(1,2,3,4,5-pentamethylcyclopenta-2,4-dien-1-yl)propanamido)hexanamidyl acetate